2-Amino-N-[4-fluoro-2-methyl-5-[(2-methylpyridin-3-yl)carbamoyl]phenyl]-1,3-thiazole-5-carboxamide NC=1SC(=CN1)C(=O)NC1=C(C=C(C(=C1)C(NC=1C(=NC=CC1)C)=O)F)C